O=C1NN=C(C2=CC(=CC=C12)C1(CC1)C(N(CC1=NC=C(C=C1)C(F)(F)F)C1CCCC=2C=CC=NC12)=O)CNC(OC(C)(C)C)=O tert-butyl ((4-oxo-7-(1-((5,6,7,8-tetrahydroquinolin-8-yl)((5-(trifluoromethyl)pyridin-2-yl)methyl)carbamoyl)cyclopropyl)-3,4-dihydrophthalazin-1-yl)methyl)carbamate